C(C(O)CC(=O)OC(C)C)(=O)OC(C)C.C(C(O)CC(=O)OC(C)C)(=O)OC(C)C diisopropyl (diisopropyl) di(malate)